dimethyl-2,4-di(thiazol-2-yl)-3-(pyridin-2-ylmethyl)-7-methyl-3,7-diaza-bicyclo[3.3.1]nonan-9-one CC1(C2(CN(CC(C(N1CC1=NC=CC=C1)C=1SC=CN1)C2=O)C)C)C=2SC=CN2